(Boc)-D-Tryptophan C(=O)(OC(C)(C)C)N[C@H](CC1=CNC2=CC=CC=C12)C(=O)O